5-(2-fluoro-6-methoxyphenyl)-3-iodo-1-((2-(trimethylsilyl)ethoxy)methyl)-1H-pyrazolo[3,4-c]pyridine FC1=C(C(=CC=C1)OC)C=1C=C2C(=CN1)N(N=C2I)COCC[Si](C)(C)C